F[C@@H]1CNCC[C@H]1N1CC(C1)C1=CC=CC=2N(C(N(C21)C)=O)C2C(NC(CC2)=O)=O 3-[4-[1-[(3R,4R)-3-Fluoro-4-piperidyl]azetidin-3-yl]-3-methyl-2-oxo-benzimidazol-1-yl]piperidine-2,6-dione